OC=1C(=CC2=C(OCO2)C1)N1N=C2C(=N1)C=CC(=C2)CCC(=O)OCCOC(C=C)=O 2-[3-{2-(6-hydroxybenzo[1,3]dioxole-5-yl)-2H-benzotriazole-5-yl}propanoyloxy]ethylacrylate